N-(1-(4-cyano-3-(trifluoromethyl)phenyl)-5-oxopyrrolidin-3-yl)-4-ethoxy-3-(5-methyl-4-oxo-7-propyl-3,4-dihydroimidazo[5,1-f][1,2,4]triazin-2-yl)benzenesulfonamide C(#N)C1=C(C=C(C=C1)N1CC(CC1=O)NS(=O)(=O)C1=CC(=C(C=C1)OCC)C1=NN2C(C(N1)=O)=C(N=C2CCC)C)C(F)(F)F